C(C)(C)N([C@@H](C)C(=O)[O-])[P@@](=O)(OC1=CC=CC=C1)O[C@@H](C)[C@H]1O[C@H](C[C@@H]1O)N1C(NC(C(=C1)F)=O)=O isopropyl((S)-((S)-1-((2S,3S,5R)-5-(5-fluoro-2,4-dioxo-3,4-dihydropyrimidin-1(2H)-yl)-3-hydroxytetrahydrofuran-2-yl)ethoxy)(phenoxy)phosphoryl)-L-alaninate